3-(3-(4-(pyridin-3-ylmethyl)piperazin-1-yl)propyl)-1(3H)-isobenzofuranone N1=CC(=CC=C1)CN1CCN(CC1)CCCC1OC(C2=CC=CC=C12)=O